benzyl ((2R,4r,7R)-2-(1,3-dioxoisoindolin-2-yl)spiro[3.5]nonan-7-yl)(methyl)carbamate O=C1N(C(C2=CC=CC=C12)=O)C1CC2(C1)CCC(CC2)N(C(OCC2=CC=CC=C2)=O)C